(R)-tetrahydrofuran-3-yl L-alaninate N[C@@H](C)C(=O)O[C@H]1COCC1